N1C(=CC=C1C(=O)[O-])C(=O)[O-].[Na+].[Na+] sodium 1H-pyrrole-2,5-dicarboxylate